C1(=CC=CC=C1)C1CCC(CC1)C=1N=NC(=C2C1SC=C2)C=2C=C1CCN(CC1=CC2)C(=O)OCC2=CC=CC=C2 benzyl 6-[7-(4-phenylcyclohexyl)thieno[2,3-d]pyridazin-4-yl]-3,4-dihydro-1H-isoquinoline-2-carboxylate